C[C@@H]1COCCN1C=1C2=C(N=C(N1)C1=C3C(=NC=C1)NC=C3)C(=CS2)CN2[C@@H](CCC2)C(=O)N (S)-1-((4-((R)-3-methylmorpholino)-2-(1H-pyrrolo[2,3-b]pyridin-4-yl)thieno[3,2-d]pyrimidin-7-yl)methyl)pyrrolidine-2-carboxamide